(2E)-4,5-dioxo-5-phenylpent-2-enoic acid methyl ester COC(\C=C\C(C(C1=CC=CC=C1)=O)=O)=O